CC=1C(=NOC1C)N(S(=O)(=O)C1=C(C=CC=C1)C=1C=CC(=C2C=C(OC21)C)C(=O)OC)COC methyl 7-(2-(N-(4,5-dimethylisoxazol-3-yl)-N-(methoxymethyl)sulfamoyl)phenyl)-2-methylbenzofuran-4-carboxylate